C(CCCCCCCCCCCCC)OC(CN)COCCCCCCCCCCCCCC 2,3-Bis(Tetradecyloxy)Propan-1-Amine